6-Deoxy-3-O-methyl-D-glucose CO[C@H]([C@H](C=O)O)[C@H](O)[C@H](O)C